C1C(CC12OCCO2)C(=O)OC methyl 5,8-dioxaspiro[3.4]octane-2-carboxylate